FC1=C(C=C(C=C1F)C1=C(C=CC=C1C)C)[C@H](CC(=O)OC)NC(=O)[C@H](CC(C)C)NC(=O)[C@@H]1N(CCCC1)C(=O)OC(C)(C)C tert-butyl (2R)-2-{[(1S)-1-{[(1S)-1-{4,5-difluoro-2',6'-dimethyl-[1,1'-biphenyl]-3-yl}-3-methoxy-3-oxopropyl]carbamoyl}-3-methylbutyl]carbamoyl}piperidine-1-carboxylate